O=C1C(=CC=C(N1)C(=O)O)C(F)(F)F 6-oxo-5-(trifluoromethyl)-1H-pyridine-2-carboxylic acid